octane-2,3,4-triol CC(C(C(CCCC)O)O)O